ClC1=NC=CC(=N1)C1=C(N=C(S1)C1CCN(CC1)S(=O)(=O)CC)C1=CC=C(C=C1)F 5-(2-chloropyrimidin-4-yl)-2-(1-(ethylsulfonyl)piperidin-4-yl)-4-(4-fluorophenyl)thiazole